C(C)NC(=O)C1=CN(C2=NC=C(N=C21)N[C@H]2[C@@H](CN(CC2)C(=O)OC(C)(C)C)O)COCC[Si](C)(C)C |r| Trans-racemic-tert-butyl 4-{[7-(ethylcarbamoyl)-5-{[2-(trimethylsilyl)ethoxy]methyl}-5H-pyrrolo[2,3-b]pyrazin-2-yl]amino}-3-hydroxypiperidine-1-carboxylate